OC1=C(C(=O)O)C(=CC(=C1C1C=C(CCC1C(=C)C)C)O)CCCCC 2,4-dihydroxy-3-[3-methyl-6-prop-1-en-2-ylcyclohex-2-en-1-yl]-6-pentylbenzoic acid